5-{[(5S)-4-oxa-7-azaspiro[2.5]oct-5-yl]methoxy}-7-[1-(propan-2-yl)-1H-pyrrol-3-yl]-1,6-naphthyridine C1CC12O[C@@H](CNC2)COC2=C1C=CC=NC1=CC(=N2)C2=CN(C=C2)C(C)C